ClC1=CC=2C(OCC=3C=CC=CC3C3=CC=C(C(NS(C(=C1O)C2)(=O)=O)=C3)F)=O 13-chloro-19-fluoro-14-hydroxy-16,16-dioxo-9-oxa-16λ6-thia-17-azatetracyclo[16.3.1.111,15.02,7]tricosan-1(21),2(7),3,5,11(23),12,14,18(22),19-nonaen-10-one